1-cyclohexyl-2-(6-cyclopropylpyridin-2-yl)-1,6-dihydrodipyrrolo[2,3-b:2',3'-d]pyridine C1(CCCCC1)N1C(=CC=2C1=C1C(=NC2)NC=C1)C1=NC(=CC=C1)C1CC1